5-amino-3-((3,5-dimethoxyphenyl)ethynyl)-1-(pyrrolidin-3-yl)-1H-pyrazole-4-carboxamide NC1=C(C(=NN1C1CNCC1)C#CC1=CC(=CC(=C1)OC)OC)C(=O)N